C(C)(C)(C)OC(=O)N1C(=CC=2C1=CN=CC2)C2=CC=C(C=C2)I 2-(4-iodophenyl)-1H-pyrrolo[2,3-c]pyridine-1-carboxylic acid tert-butyl ester